SC(CC(=O)OCC(COC(CC(C)(C)S)=O)(COC(CC(C)(C)S)=O)COC(CC(C)(C)S)=O)(C)C pentaerythritol tetrakis(3-mercapto-3-methyl butyrate)